(5S)-5-[(3-nitrophenyl)sulfonyloxymethyl]-2-oxo-oxazolidine-3-carboxylic acid tert-butyl ester C(C)(C)(C)OC(=O)N1C(O[C@@H](C1)COS(=O)(=O)C1=CC(=CC=C1)[N+](=O)[O-])=O